(4-thiazol-2-ylphenyl)methylamine HCl Cl.S1C(=NC=C1)C1=CC=C(C=C1)CN